OC=1C=C(C=O)C=C(C1)C(C)C 3-HYDROXY-5-ISOPROPYLBENZALDEHYDE